NC1CCC(CC1)CN1CCC(CC1)OC1CCN(CC1)CC1=CC2=C(N(C(N2C)=O)C2C(NC(CC2)=O)=O)C=C1 3-[5-[[4-[[1-[(4-Aminocyclohexyl)methyl]-4-piperidyl]oxy]-1-piperidyl]methyl]-3-methyl-2-oxo-benzimidazol-1-yl]piperidine-2,6-dione